7-phenyl-6,7-dihydro-5H-pyrrolo[1,2-b][1,2,4]Triazole-2-carboxamide C1(=CC=CC=C1)C1CCN2N=C(N=C21)C(=O)N